1,3,7-trimethyl-8-(phenylethylsulfanyl)-1H-purine-2,6(3H,7H)-dione CN1C(N(C=2N=C(N(C2C1=O)C)SCCC1=CC=CC=C1)C)=O